(R)-(4-((1-(5-amino-3-(difluoromethyl)-2-fluorophenyl)ethyl)amino)-2-methyl-6-(methylamino)quinazoline-7-yl)(1,1-dioxothiomorpholino)methanone NC=1C=C(C(=C(C1)[C@@H](C)NC1=NC(=NC2=CC(=C(C=C12)NC)C(=O)N1CCS(CC1)(=O)=O)C)F)C(F)F